1-(4-fluorophenyl)-4-ethoxycarbonyl-5-aminotriazole FC1=CC=C(C=C1)N1N=NC(=C1N)C(=O)OCC